C(C)(C)(C)OC(=O)N1CC(C1)C=1C=C(C(=NC1)C1=CC(=CN1C)C(=O)OC)OCC1=CC(=CC(=C1)F)F methyl 5-{5-[1-(tert-butoxycarbonyl)azetidin-3-yl]-3-[(3,5-difluorophenyl)methoxy]pyridin-2-yl}-1-methylpyrrole-3-carboxylate